6-{7-[(7S)-4-azaspiro[2.5]oct-7-yl]-6,7-dihydro-5H-pyrrolo[2,3-c]pyridazin-3-yl}-7-hydroxy-2H-1-benzopyran-2-one C1CC12NCC[C@@H](C2)N2CCC1=C2N=NC(=C1)C=1C(=CC2=C(C=CC(O2)=O)C1)O